Br[C@H]1[C@@H]2N(C([C@H]1CC2=C(F)F)=O)CC2=CC=C(C=C2)OC (1R,4R,7R)-(+)-7-bromo-6-(difluoromethylene)-2-(4-methoxybenzyl)-2-azabicyclo[2.2.1]heptan-3-one